ClC=1C=C2C=NC(=NC2=CC1N1CCC(CC1)N1CC(C1)(F)F)NC=1C=NN(C1Cl)C1(CC1)C 6-chloro-N-[5-chloro-1-(1-methylcyclopropyl)-1H-pyrazol-4-yl]-7-[4-(3,3-difluoroazetidin-1-yl)piperidin-1-yl]quinazolin-2-amine